(3S,11aR)-6-hydroxy-N-(imidazo[1,2-a]pyrazin-3-ylmethyl)-3-methyl-5,7-dioxo-2,3,5,7,11,11a-hexahydro[1,3]oxazolo[3,2-a]pyrido[1,2-d]pyrazine-8-carboxamide OC=1C(C(=CN2C[C@@H]3N(C(C21)=O)[C@H](CO3)C)C(=O)NCC3=CN=C2N3C=CN=C2)=O